tert-butyl-4-chloro-2-[[3-[[7-(5-methyl-1,2,4-oxadiazol-3-yl)-1-isoquinolinyl]amino]cyclobutanecarbonyl]amino]thiazole-5-carboxamide C(C)(C)(C)NC(=O)C1=C(N=C(S1)NC(=O)C1CC(C1)NC1=NC=CC2=CC=C(C=C12)C1=NOC(=N1)C)Cl